ethyl (S)-2-(tert-butoxy)-2-(7-(4-chlorophenyl)-5-methyl-2-(1-methyl-3-(1-((S)-pyrrolidin-3-yl)piperidin-4-yl)-1H-indazol-5-yl)benzo[d]thiazol-6-yl)acetate C(C)(C)(C)O[C@H](C(=O)OCC)C1=C(C2=C(N=C(S2)C=2C=C3C(=NN(C3=CC2)C)C2CCN(CC2)[C@@H]2CNCC2)C=C1C)C1=CC=C(C=C1)Cl